2-[1-[(2R)-2-(2-hydroxyethoxy)-2-(2-methoxyphenyl)ethyl]-5-methyl-6-(1,3-oxazol-2-yl)-2,4-dioxo-1H,2H,3H,4H-thieno[2,3-d]pyrimidin-3-yl]-2-methylpropionic acid OCCO[C@@H](CN1C(N(C(C2=C1SC(=C2C)C=2OC=CN2)=O)C(C(=O)O)(C)C)=O)C2=C(C=CC=C2)OC